N-butyl-4-(trifluoromethyl)benzenamine C(CCC)NC1=CC=C(C=C1)C(F)(F)F